2-oxo-2-[(2R,5S)-2-(3-chlorophenyl)-5-methyl-1-piperidyl]acetamide 2,2,2-trifluoroethyl-2-oxo-2-[(2R,5S)-2-(3-chlorophenyl)-5-methyl-1-piperidyl]acetate FC(COC(C(N1[C@H](CC[C@@H](C1)C)C1=CC(=CC=C1)Cl)=O)=O)(F)F.O=C(C(=O)N)N1[C@H](CC[C@@H](C1)C)C1=CC(=CC=C1)Cl